(4-{[(1R,3R,5S)-8-[(3R)-1-benzylpiperidine-3-carbonyl]-8-azabicyclo[3.2.1]octan-3-yl]amino}-2-chlorophenyl)methanol C(C1=CC=CC=C1)N1C[C@@H](CCC1)C(=O)N1[C@H]2CC(C[C@@H]1CC2)NC2=CC(=C(C=C2)CO)Cl